COCC1(CCC(CC1)C=1C(=NN2C1CC(CC2)(F)F)CN(CCNC)C)COC N1-((3-(4,4-bis-(methoxymethyl)cyclohexyl)-5,5-difluoro-4,5,6,7-tetrahydropyrazolo[1,5-a]-pyridin-2-yl)methyl)-N1,N2-dimethylethane-1,2-diamine